FC=1C=C(N2N=C(N=CC21)N[C@H]2[C@@H](CN(CC2)S(=O)(=O)C)O)C2=NC=C(C=C2F)C(F)(F)F (3R,4R)-4-((5-fluoro-7-(3-fluoro-5-(trifluoromethyl)pyridin-2-yl)pyrrolo[2,1-f][1,2,4]triazin-2-yl)amino)-1-(methylsulfonyl)piperidin-3-ol